SC1=CC=C(C=C1)C1(C2=CC=CC=C2C=2C=CC=CC12)C1=CC=C(C=C1)S 9,9-bis(4-mercaptophenyl)fluorene